1,4-bis-(hydroxymethyl)-cyclohexane OCC1CCC(CC1)CO